4-methoxyphenyl 2,3,4,6-tetra-O-acetyl-D-mannopyranoside C(C)(=O)O[C@@H]1C(OC2=CC=C(C=C2)OC)O[C@@H]([C@H]([C@@H]1OC(C)=O)OC(C)=O)COC(C)=O